NC1=NC=CC=C1C1=NC=2C(=NC(=CC2)C2CC2)N1C=1C=C2CC[C@@H](C2=CC1)NC1C(CN(CC1)C(C=C)=O)F 1-(4-(((S)-5-(2-(2-aminopyridin-3-yl)-5-cyclopropyl-3H-imidazo[4,5-b]pyridin-3-yl)-2,3-dihydro-1H-inden-1-yl)amino)-3-fluoropiperidin-1-yl)prop-2-en-1-one